N-benzoyl-N-(8-iodo-2-(methylthio)pyrido[4,3-d]pyrimidin-5-yl)benzamide C(C1=CC=CC=C1)(=O)N(C(C1=CC=CC=C1)=O)C1=NC=C(C=2N=C(N=CC21)SC)I